ClC1=NC(=NC(=C1C)Cl)N1CC(NCC1)=O 4-(4,6-Dichloro-5-methylpyrimidin-2-yl)piperazin-2-one